4-(4-((1R,5R)-2-acryloyl-2,6-diazabicyclo[3.2.0]heptan-6-yl)-8-fluoropyrido[4,3-d]pyrimidin-7-yl)-5-chloronaphthalen-2-yl acrylate C(C=C)(=O)OC1=CC2=CC=CC(=C2C(=C1)C1=C(C=2N=CN=C(C2C=N1)N1[C@@H]2CCN([C@@H]2C1)C(C=C)=O)F)Cl